(3-(1-amino-1,3-dihydrospiro[inden-2,4'-piperidin]-1'-yl)-6-(2-(2-aminothiazol-5-yl)vinyl)pyrazin-2-yl)methanol ethyl-2-[1-naphthylmethyl-(2-pyridylmethyl)amino]-2-oxo-acetate C(C)C(C1=NC=CC=C1)N(C(C(=O)OCC1=NC(=CN=C1N1CCC2(CC1)C(C1=CC=CC=C1C2)N)C=CC2=CN=C(S2)N)=O)CC2=CC=CC1=CC=CC=C21